tert-Butyl N-(4-fluorophenyl)-N-[(2-oxoazepan-3-yl)methyl]carbamate FC1=CC=C(C=C1)N(C(OC(C)(C)C)=O)CC1C(NCCCC1)=O